N,N-Diethyl-6-(4-phenylbut-3-en-2-yl)pyridine-3-sulfonamide C(C)N(S(=O)(=O)C=1C=NC(=CC1)C(C)C=CC1=CC=CC=C1)CC